[Si](C)(C)(C(C)(C)C)OCCNCC(O)C1=C(C(=CC=C1OCOCC[Si](C)(C)C)Cl)Cl 2-([2-[(tert-butyldimethylsilyl)oxy]ethyl]amino)-1-(2,3-dichloro-6-[[2-(trimethylsilyl)ethoxy]methoxy]phenyl)ethanol